COC(CC1=NNC(=C1)C)=O 2-(5-methyl-1H-pyrazol-3-yl)acetic acid methyl ester